isopropyl-(4-(tri-n-butylstannyl)thiazol-2-yl)carbamic acid tert-butyl ester C(C)(C)(C)OC(N(C=1SC=C(N1)[Sn](CCCC)(CCCC)CCCC)C(C)C)=O